FC(S(=O)(=O)[O-])(F)F.FC(C1=CC=C(C=C1)[I+]C1=CC=C(C=C1)C(F)(F)F)(F)F di(4-trifluoromethylphenyl)iodonium trifluoromethanesulfonate